[Si](C)(C)(C(C)(C)C)OC[C@@H]1CC[C@H](CC1)CN1CCC(CC1)=O trans-1-((4-(((tert-butyldimethylsilyl)oxy)methyl)cyclohexyl)methyl)piperidin-4-one